tert-butyl-((4-(chloromethyl)-2-(pyrrolidin-1-ylsulfonyl) phenoxy) methyl) piperidine-1-carboxylate N1(CCCCC1)C(=O)OC(OC1=C(C=C(C=C1)CCl)S(=O)(=O)N1CCCC1)C(C)(C)C